(2-cyclopropyl-2H-1,2,3-triazol-4-yl)boronic acid C1(CC1)N1N=CC(=N1)B(O)O